CN1C(CN(CC1)C1=CC=C(C=C1)B1OC(C(O1)(C)C)(C)C)=O 1-methyl-4-[4-(4,4,5,5-tetramethyl-1,3,2-dioxaborolan-2-yl)phenyl]piperazin-2-one